3-aminopropyl-(3-oxobutanoic acid) NCCCC(C(=O)O)C(C)=O